Cl.NC\C=C(\CN1C=NC2=C1C=C(C=C2C2=CC=NN2CC)C#N)/F (Z)-1-(4-amino-2-fluorobut-2-en-1-yl)-4-(1-ethyl-1H-pyrazol-5-yl)-1H-benzo[d]imidazol-6-carbonitrile Hydrochloride